IC1=C(C=CC(=C1)OC)NC1=NC(=NC=C1)C N-(2-iodo-4-methoxy-phenyl)-2-methyl-pyrimidin-4-amine